5-((4-(bis(2,4-dimethoxybenzyl) amino)-2-(((S)-pentan-2-yl) amino) imidazo[2,1-f][1,2,4]triazin-7-yl) (hydroxy) methyl)-3-methyl-3',6'-dihydro-[2,4'-bipyridine]-1'(2'H)-carboxylate COC1=C(CN(C2=NC(=NN3C2=NC=C3C(C=3C=C(C(=NC3)C=3CCN(CC3)C(=O)[O-])C)O)N[C@@H](C)CCC)CC3=C(C=C(C=C3)OC)OC)C=CC(=C1)OC